(S)-N-(2-(2-cyano-4,4-difluoropyrrolidin-1-yl)-2-ethoxy)-6-(3-(piperazine-1-yl)propoxy)quinoline-4-carboxamide C(#N)C1N(CC(C1)(F)F)[C@H](C)ONC(=O)C1=CC=NC2=CC=C(C=C12)OCCCN1CCNCC1